CCCCCCCCCC(C)C iso-Dodecan